CC1=CC=C(C(=O)OC[C@]2(O[C@H](C[C@@H]2OC(C2=CC=C(C=C2)C)=O)N2C(NC(C(=C2)OC)=O)=O)C#C)C=C1 [(2R,3S,5R)-2-Ethynyl-5-(5-methoxy-2,4-dioxo-pyrimidin-1-yl)-3-(4-methylbenzoyl)oxy-tetrahydrofuran-2-yl]methyl 4-methylbenzoate